5-fluoro-N-(3-methyl-4-((1-methyl-1H-benzo[d][1,2,3]triazol-5-yl)oxy)phenyl)-6-(piperazin-1-yl)quinazolin-4-amine hydrochloride Cl.FC1=C2C(=NC=NC2=CC=C1N1CCNCC1)NC1=CC(=C(C=C1)OC1=CC2=C(N(N=N2)C)C=C1)C